methyl 5-[4-[[(3S,4R)-3-fluoro-1-methyl-4-piperidyl]amino]-1-(2,2,2-trifluoroethyl)indol-2-yl]thiophene-3-carboxylate F[C@H]1CN(CC[C@H]1NC1=C2C=C(N(C2=CC=C1)CC(F)(F)F)C1=CC(=CS1)C(=O)OC)C